1-(2-{1-[4-(2,6-DIOXOPIPERIDIN-3-YL)PHENYL]PIPERIDIN-4-YL}ACETYL)-4-METHYLPIPERIDINE O=C1NC(CCC1C1=CC=C(C=C1)N1CCC(CC1)CC(=O)N1CCC(CC1)C)=O